5-hydroxy-6-phenyl-5H-pyrrolo[3,4-b]pyridin-7-one OC1N(C(C2=NC=CC=C21)=O)C2=CC=CC=C2